methyl (3S)-8,8-difluoro-5-oxo-7-(((trifluoromethyl)sulfonyl)oxy)-1,2,3,5,8,8a-hexahydroindolizine-3-carboxylate FC1(C(=CC(N2[C@@H](CCC12)C(=O)OC)=O)OS(=O)(=O)C(F)(F)F)F